Dimethyl 4-(1-((benzyloxy)carbonyl)piperidin-2-yl)phthalate C(C1=CC=CC=C1)OC(=O)N1C(CCCC1)C=1C=C(C(C(=O)OC)=CC1)C(=O)OC